N-hydroxyEthyl-2-pyrrolidone OCCN1C(CCC1)=O